FC1(COC1)CN1N=CC(=C1)N1CC=2C(=NC=CC2C1=O)C1=C(C=CC=C1)OCC(F)(F)F 2-{1-[(3-fluorooxetan-3-yl)methyl]-1H-pyrazol-4-yl}-4-[2-(2,2,2-trifluoroethoxy)phenyl]-2,3-dihydro-1H-pyrrolo[3,4-c]pyridin-1-one